C(N)(=O)C1=C(C(=NN1C=1SC=C(N1)C(=O)O)C1=CC=CC=C1)CC1=CC=C(C=C1)S(N)(=O)=O 2-(5-carbamoyl-3-phenyl-4-(4-sulfamoylbenzyl)-1H-pyrazol-1-yl)thiazole-4-carboxylic acid